C(C)(C)C(C(=O)OCC)C(C(=O)OCC)C(C)C diethyl 2,3-diisopropylbutanedioate